FC(COCCOC)(F)F ethylene glycol methyl trifluoroethyl ether